5-((2,3-dichlorobenzeneYl)thio)-6-methylpyrazin-2-amine ClC1=C(C=CC=C1Cl)SC=1N=CC(=NC1C)N